bis-(2-chloroethyl)amino-4-hydroxyphenylaminomethanone ClCCN(CCCl)C(=O)NC1=CC=C(C=C1)O